1-methylcyclobutane-1-carboxylic acid methyl ester COC(=O)C1(CCC1)C